5-(3-Trifluoromethyl-phenyl)nicotinic acid FC(C=1C=C(C=CC1)C=1C=NC=C(C(=O)O)C1)(F)F